COC=1C(OC=CC1)=O 3-methoxy-2-oxo-2H-pyran